4-(1-(2-chloro-4-(1-methyl-1H-pyrazol-5-yl)phenyl)-1H-imidazol-4-yl)-N-(1-(methylsulfonyl)piperidin-4-yl)-5-(trifluoromethyl)pyrimidin-2-amine ClC1=C(C=CC(=C1)C1=CC=NN1C)N1C=NC(=C1)C1=NC(=NC=C1C(F)(F)F)NC1CCN(CC1)S(=O)(=O)C